CC1(C(N(C(N1CC(=O)NCC=1C=NC=CC1)=O)C1=CC(=C(C=C1)[N+](=O)[O-])C(F)(F)F)=O)C 2-(5,5-dimethyl-3-(4-nitro-3-(trifluoromethyl)phenyl)-2,4-dioxoimidazolin-1-yl)-N-(pyridin-3-ylmethyl)acetamide